(4-bromo-2-methylphenyl)-1H-1,2,4-triazol-5-one BrC1=CC(=C(C=C1)N1NC=NC1=O)C